C(C)C=1C=CC(=C(C1)S(=O)(=O)NC1=NOC2=C1C(=CC(=C2)CN2N=CC(=C2)CNC(OC(C)(C)C)=O)OC)OCCN2C(OCC2)=O tert-Butyl ((1-((3-((5-ethyl-2-(2-(2-oxooxazolidin-3-yl)ethoxy)phenyl)sulfonamido)-4-methoxybenzo[d]isoxazol-6-yl)methyl)-1H-pyrazol-4-yl)methyl)carbamate